(Z)-2,3-bis(4-aminophenyl)-2-butenedinitrile NC1=CC=C(C=C1)/C(/C#N)=C(/C#N)\C1=CC=C(C=C1)N